OCCCCNC(C(F)(F)F)=O N-(4-hydroxybutyl)trifluoroacetamide